F[C@H](CNC(=O)C=1C=NC=2N(C1NC(C)C)N=C(C2)C=2C=NN(C2)C)C(C)(C)O (R)-N-(2-fluoro-3-hydroxy-3-methylbutyl)-7-(isopropylamino)-2-(1-methyl-1H-pyrazol-4-yl)pyrazolo[1,5-a]pyrimidine-6-carboxamide